C(CCC)PC1=CC=CC=C1 Butylphenylphosphine